C(C#C)N1N=C(C2=CC=CC=C12)C(=O)O 1-(prop-2-yn-1-yl)-1H-indazole-3-carboxylic acid